ClC1=CC=C(C=C1)C1=CC(=NC(=N1)C=1C=NC=CC1)N1CC(CC1)CO (1-(6-(4-chlorophenyl)-2-(pyridin-3-yl)pyrimidin-4-yl)pyrrolidin-3-yl)methanol